FC1=C(CNC2=NC=CC(=N2)O[C@@H]2C[C@@H](N(CC2)CC2=NC3=C(N2C[C@H]2OCC2)C=C(C=C3)C(=O)OC)C)C=CC(=C1)F Methyl 2-(((2S,4S)-4-((2-((2,4-difluorobenzyl)amino)pyrimidin-4-yl)oxy)-2-methylpiperidin-1-yl)methyl)-1-(((S)-oxetan-2-yl)methyl)-1H-benzo[d]imidazole-6-carboxylate